(R)-6-(2-chloro-3,5-dimethoxyphenyl)-N-(4-(hexahydropyrrolo[1,2-a]pyrazin-2(1H)-yl)phenyl)-[1,2,4]triazolo[4',3':1,6]pyrido[2,3-d]pyrimidin-2-amine ClC1=C(C=C(C=C1OC)OC)C1=CC2=C(N=C(N=C2)NC2=CC=C(C=C2)N2C[C@@H]3N(CC2)CCC3)N3C1=NN=C3